5-(2-(((1r,3r)-adamantan-2-yl)amino)-2-oxoacetyl)-N-(4-fluoro-3-methylphenyl)-1,2,4-trimethyl-1H-pyrrole-3-carboxamide C12C(C3CC(CC(C1)C3)C2)NC(C(=O)C2=C(C(=C(N2C)C)C(=O)NC2=CC(=C(C=C2)F)C)C)=O